C(C=C)(=O)N1[C@H](CN(CC1)C1=NC(=NC=2CC(CCC12)N1C=CC2=CC(=CC=C12)OC)OCCN1CCCC1)CC#N 2-((2S)-1-Acryloyl-4-(7-(5-methoxy-1H-indol-1-yl)-2-(2-(pyrrolidin-1-yl)ethoxy)-5,6,7,8-tetrahydroquinazolin-4-yl)piperazin-2-yl)acetonitrile